tert-Butyl 3-(hydroxymethyl)bicyclo[1.1.1]pentane-1-carboxylate OCC12CC(C1)(C2)C(=O)OC(C)(C)C